C(#N)[C@H](C[C@@H]1C(NCC1)=O)NC(=O)[C@@H]1N([C@@H]2CC([C@H]1CC2)(F)F)C([C@@H](CC2CCC2)NC(C(F)(F)F)=O)=O (1S,3R,4S)-N-[(1S)-1-cyano-2-[(3R)-2-oxopyrrolidin-3-yl]ethyl]-2-[(2R)-3-cyclobutyl-2-[(2,2,2-trifluoroacetyl)amino]propanoyl]-5,5-difluoro-2-azabicyclo[2.2.2]octane-3-carboxamide